(S)-N-(1-amino-1-oxopropan-2-yl)-5,6-dimethyl-6H-pyrido[4,3-b]carbazole-9-carboxamide NC([C@H](C)NC(=O)C1=CC=2C=3C=C4C(=C(C3N(C2C=C1)C)C)C=CN=C4)=O